ClC=1C(=NC(=NC1NC1=CC=NC=C1)N1CCOCC1)C=1C(=NC=C(C1)C1=NN(C=C1)C)CO 3-(5-chloro-2-morpholino-6-(pyridin-4-ylamino)pyrimidin-4-yl)-5-(1-methyl-1H-pyrazol-3-yl)pyridin-2-ylmethanol